2-imino-3a-methylperhydro-5lambda~6~-thieno[3,4-d][1,3]thiazole-5,5-dione N=C1SC2C(N1)(CS(C2)(=O)=O)C